1,3-diethyl-4,5-bis(4-methoxyphenyl)imidazole gold bromide [Au](Br)(Br)Br.C(C)N1CN(C(=C1C1=CC=C(C=C1)OC)C1=CC=C(C=C1)OC)CC